O1COC2=C1C=CC(=C2)C=2SC=C(N2)CN2CCN(CC2)C2=NC(=NC(=C2)C)N(C)C 4-(4-{[2-(2H-1,3-benzodioxol-5-yl)-1,3-thiazol-4-yl]methyl}piperazin-1-yl)-N,N,6-trimethylpyrimidin-2-amine